C(C)(C)(C)OC(=O)N1CC2(NC3=NC(=CC=C3CC2)C)CC1 7'-methyl-3',4'-dihydro-1'H-spiro[pyrrolidine-3,2'-[1,8]naphthyridine]-1-carboxylic acid tert-butyl ester